OCC=1C=NN(C1)CC(=O)[O-] (4-(hydroxymethyl)-1H-pyrazol-1-yl)acetate